2-methoxy-N-(8'-(4,4,5,5-tetramethyl-1,3,2-dioxaborolan-2-yl)-4'H-spiro[cyclopropane-1,5'-naphtho[2,1-d]isoxazol]-3'-yl)-N-(2-(trimethylsilyl)ethyl)benzenesulfonamide COC1=C(C=CC=C1)S(=O)(=O)N(CC[Si](C)(C)C)C1=NOC2=C1CC1(C3=CC=C(C=C32)B3OC(C(O3)(C)C)(C)C)CC1